NC1=NN=C(S1)OCC1=NC=2CCN(CC2C=C1)C(=O)OC(C)(C)C tert-butyl 2-(((5-amino-1,3,4-thiadiazol-2-yl) oxy) methyl)-7,8-dihydro-5H-1,6-naphthyridine-6-carboxylate